Cl.ClC1([C@H](C1)[C@@H](C)NC(=O)[C@H]1NC[C@@H](C1)F)Cl (2S,4R)-N-((R)-1-((R)-2,2-Dichlorocyclopropyl)ethyl)-4-fluoropyrrolidine-2-carboxamide hydrochloride